O(C1=CC=CC=C1)C1NC(CCC1N1CC2=CC=CC=C2C1)OC1=CC=CC=C1 2-(2,6-diphenoxy-3-piperidinyl)isoindoline